tert-butyl (2S,6R)-2-(((S)-1-cyano-2-(2-fluoro-4-(3-methyl-2-oxo-2,3-dihydrobenzo[d]oxazol-5-yl) phenyl) ethyl) carbamoyl)-6-ethoxy-1,4-oxazepane-4-carboxylate C(#N)[C@H](CC1=C(C=C(C=C1)C=1C=CC2=C(N(C(O2)=O)C)C1)F)NC(=O)[C@H]1OC[C@@H](CN(C1)C(=O)OC(C)(C)C)OCC